S(=O)(=O)(OCCCCCCCCCCCC)[O-].[Er+3].C(CCCCCCCCCCC)OS(=O)(=O)[O-].C(CCCCCCCCCCC)OS(=O)(=O)[O-] Erbium Dodecyl Sulfate